FC1CCC2(C(NC3=CC=C(C=C23)C=2C=C(C(=C(C(=O)OC)C2)C)N(C2CCOCC2)CC)=C=O)CC1 methyl 5-(4-fluoro-2'-carbonyl spiro[cyclohexane-1,3'-indoline]-5'-yl)-3-(ethyl (tetrahydro-2H-pyran-4-yl) amino)-2-methylbenzoate